6-[3-({5-[2-Fluoro(1,1,2,2-2H4)ethoxy]pyridin-2-yl}methoxy)-7-oxo-5H,6H,7H-pyrrolo[3,4-b]pyridin-6-yl]-2-methyl-2,3-dihydropyridazin-3-one FC(C(OC=1C=CC(=NC1)COC=1C=C2C(=NC1)C(N(C2)C=2C=CC(N(N2)C)=O)=O)([2H])[2H])([2H])[2H]